methyl 3-(9-((4-(((tert-butoxycarbonyl)amino)methyl)-2,6-dimethylphenyl)carbamoyl)-4,5-dihydrobenzo[b]thieno[2,3-d]oxepin-8-yl)-6-(3,3-dimethylpyrrolidine-1-carbonyl)picolinate C(C)(C)(C)OC(=O)NCC1=CC(=C(C(=C1)C)NC(=O)C1=CC2=C(OCCC3=C2SC=C3)C=C1C=1C(=NC(=CC1)C(=O)N1CC(CC1)(C)C)C(=O)OC)C